C(C=C)OCC(CO)(CCCC)COCC=C 2,2-bisallyloxymethyl-1-hexanol